oxa-1,6-hexanediamine O(CCCCCN)N